(E)-6-bromo-N-methyl-2-styrylimidazo[1,2-a]pyridin-3-amine BrC=1C=CC=2N(C1)C(=C(N2)\C=C\C2=CC=CC=C2)NC